2-(4-(2-(3,4-Dimethoxyphenyl)-3-isopropyl-1H-indol-5-yl)piperidin-1-yl)acetic acid ethyl ester C(C)OC(CN1CCC(CC1)C=1C=C2C(=C(NC2=CC1)C1=CC(=C(C=C1)OC)OC)C(C)C)=O